COC=1C=C(C=CC1)[C@@H](C)NC(=O)N1[C@@H]2CN([C@H](C1)C2)C(=O)OC(C)(C)C Tert-butyl (1S,4S)-5-(((R)-1-(3-methoxyphenyl)ethyl)carbamoyl)-2,5-diazabicyclo[2.2.1]heptane-2-carboxylate